2-(((7-fluorobenzo[d]thiazol-2-yl)(4-methoxyphenethyl)amino)methyl)-1-methyl-1H-benzo[d]imidazole-6-carboxylic acid FC1=CC=CC=2N=C(SC21)N(CCC2=CC=C(C=C2)OC)CC2=NC1=C(N2C)C=C(C=C1)C(=O)O